C(C=CCCC)(=O)O.OCC[N+](C)(C)C Choline hexenoic acid